NC=1C(=NC(=C(N1)F)C1=CC(=C(C=C1)C1CCOCC1)CN(C)C)C=1C=C2C(=C(NC(C2=C(C1)F)=O)C)F 6-(3-amino-6-(3-((dimethylamino)methyl)-4-(tetrahydro-2H-pyran-4-yl)phenyl)-5-fluoropyrazin-2-yl)-4,8-difluoro-3-methylisoquinolin-1(2H)-one